C(C1=CC=CC=C1)OC(=O)[C@H](C(=O)OC)CO (S)-methyl 2-(benzyloxycarbonyl)-3-hydroxypropanoate